distearoyl-oxy-isopropyl borate B(OC(COC(CCCCCCCCCCCCCCCCC)=O)(C)OC(CCCCCCCCCCCCCCCCC)=O)([O-])[O-]